NCC1(CCN(CC1)C1=NC=C(NC1=O)SC1=C2C(C(NC2=CC=C1)=O)(F)F)C 4-((5-(4-(aminomethyl)-4-methylpiperidin-1-yl)-6-oxo-1,6-dihydropyrazin-2-yl)thio)-3,3-difluoroindolin-2-one